FC1([C@H](C1)C(=O)N1C[C@@H](CCC1)NC1=C2C(=NC=C1C(=O)OC)NC=C2)F methyl 4-(((R)-1-((R)-2,2-difluorocyclopropane-1-carbonyl)piperidin-3-yl)amino)-1H-pyrrolo[2,3-b]pyridine-5-carboxylate